Racemic-(2'R,3R,3'S,5'S)-N-(4-carbamoyl-2-methoxy-phenyl)-6-chloro-3'-(3-chloro-2-fluoro-phenyl)-5'-(2-methylprop-1-enyl)-2-oxo-spiro[indoline-3,4'-pyrrolidine]-2'-carboxamide C(N)(=O)C1=CC(=C(C=C1)NC(=O)[C@@H]1N[C@H]([C@]2([C@H]1C1=C(C(=CC=C1)Cl)F)C(NC1=CC(=CC=C12)Cl)=O)C=C(C)C)OC |r|